CN1N=NC2=C1C=CC(=C2C)C(C(C(=O)OC)(C)C)C2=CC(=C(C=C2)C)CN2C[C@H](OC1=CC=3C(=CC=NC3C=C1C2)OC)CC methyl 3-(1,4-dimethyl-1H-benzo[d][1,2,3]triazol-5-yl)-3-(3-(((R)-2-ethyl-10-methoxy-2,3-dihydro-[1,4]oxazepino[7,6-g]quinolin-4(5H)-yl)methyl)-4-methylphenyl)-2,2-dimethylpropanoate